NC1=NC=CC(=N1)OC1=CC(=C(C=C1)N1C(N(CC1=O)C1=CC(=CC=C1)OC(F)F)=O)C 3-{4-[(2-amino-4-pyrimidinyl)oxy]-2-methylphenyl}-1-[3-(difluoromethoxy)phenyl]-2,4-imidazolidinedione